γ-mercaptopropylmethyldipropoxysilane SCCC[Si](OCCC)(OCCC)C